ClC1=NC=C(C(=N1)OC1=NC=2C=CC3=C(C2N=C1)C1=C(S3)C(N[C@@H](CN1)C)=O)CN1CCCCC1 (R)-3-((2-chloro-5-(piperidin-1-ylmethyl)pyrimidin-4-yl)oxy)-10-methyl-9,10,11,12-tetrahydro-8H-[1,4]diazepino[5',6':4,5]thieno[3,2-f]quinoxalin-8-one